C1(CCCC1)SC1=NC=C(C=N1)CCNC(=O)[C@H]1N(C[C@@H](C1)O)C([C@H](C(C)(C)C)N1N=NC(=C1)C1CC1)=O (2S,4R)-N-[2-(2-cyclopentylsulfanylpyrimidin-5-yl)ethyl]-1-[(2S)-2-(4-cyclopropyltriazol-1-yl)-3,3-dimethyl-butanoyl]-4-hydroxy-pyrrolidine-2-carboxamide